N,N-Dimethyl-1-[4-[5-(trifluoromethyl)-1,2,4-oxadiazol-3-yl]benzyl]-1H-1,2,4-triazol-3-amin CN(C1=NN(C=N1)CC1=CC=C(C=C1)C1=NOC(=N1)C(F)(F)F)C